(+)-7-Fluoro-4-((2-(3-hydroxy-3-methyl-2-oxoindolin-1-yl)pyridin-4-yl)methyl)phthalazin-1(2H)-on FC1=CC=C2C(=NNC(C2=C1)=O)CC1=CC(=NC=C1)N1C(C(C2=CC=CC=C12)(C)O)=O